[Li+].C(CCCCCCCCCCC)(=O)[O-] laurate lithium salt